(R)-7-(4-(1-(2,2-difluoro-1-(4-fluoro-phenyl)propyl)-1H-pyrazol-4-yl)-5-fluoropyrimidin-2-yl)-[1,2,4]triazolo[1,5-a]-pyridin-2-amine FC([C@@H](C1=CC=C(C=C1)F)N1N=CC(=C1)C1=NC(=NC=C1F)C1=CC=2N(C=C1)N=C(N2)N)(C)F